C(CCCCCCCCCCCCCCC)OC(CCCCCCC\C=C/C[C@H](O)CCCCCC)=O Cetylricinoleat